2-(6-(((1S,2R,3R,5R)-2-fluoro-1,5-dimethyl-8-azabicyclo[3.2.1]octan-3-yl)oxy)pyridazin-3-yl)-5-(5-methyl-2H-tetrazol-2-yl)phenol F[C@@H]1[C@@]2(CC[C@](C[C@H]1OC1=CC=C(N=N1)C1=C(C=C(C=C1)N1N=C(N=N1)C)O)(N2)C)C